5-methyl-2-(4-methoxyphenyl)-4-oxazolecarboxylic acid ethyl ester C(C)OC(=O)C=1N=C(OC1C)C1=CC=C(C=C1)OC